(6-((4-(tert-butyl)pyridin-2-yl)methyl)-2-azaspiro[3.3]hept-2-yl)((1s,3s)-3-hydroxy-3-methylcyclobutyl)methanone C(C)(C)(C)C1=CC(=NC=C1)CC1CC2(CN(C2)C(=O)C2CC(C2)(C)O)C1